N-({4-chloro-1H,3H-furo[3,4-c]quinolin-7-yl}methyl)-6-cyano-N-[1-cyclopropyl-3-(tri-fluoromethyl)-1H-pyrazol-4-yl]pyridine-3-carboxamide ClC1=NC=2C=C(C=CC2C2=C1COC2)CN(C(=O)C=2C=NC(=CC2)C#N)C=2C(=NN(C2)C2CC2)C(F)(F)F